NC1=NC=NC=C1CCC[C@@H](C(=O)O)NC(=O)OC(C)(C)C (2S)-5-(4-aminopyrimidin-5-yl)-2-{[(tert-butoxy)carbonyl]amino}pentanoic acid